1,4-bis(4-carboxyphenyl)-2,3,5,6-tetramethylbenzene C(=O)(O)C1=CC=C(C=C1)C1=C(C(=C(C(=C1C)C)C1=CC=C(C=C1)C(=O)O)C)C